1-(11Z,14Z-eicosadienoyl)-2-docosanoyl-glycero-3-phospho-(1'-sn-glycerol) CCCCCCCCCCCCCCCCCCCCCC(=O)O[C@H](COC(=O)CCCCCCCCC/C=C\C/C=C\CCCCC)COP(=O)(O)OC[C@H](CO)O